COC(=O)C1=CC=CC(=N1)C(CN)(N)C [6-(methoxycarbonyl)pyridine-2-yl]-methyl-1,2-diaminoethane